4-[1-[2-[3-(difluoromethyl)-5-methyl-pyrazol-1-yl]acetyl]-4-piperidinyl]-N-tetrahydronaphthalen-1-yl-pyridin-2-carboxamide FC(C1=NN(C(=C1)C)CC(=O)N1CCC(CC1)C1=CC(=NC=C1)C(=O)NC1CCCC2=CC=CC=C12)F